(2S,4R)-1-(2-methylbenzofuro[3,2-d]pyrimidin-4-yl)-4-(2-oxo-2-((2'-(trifluoromethyl)-[1,1'-biphenyl]-4-yl)amino)ethyl)pyrrolidine-2-carboxylic acid CC=1N=C(C2=C(N1)C1=C(O2)C=CC=C1)N1[C@@H](C[C@@H](C1)CC(NC1=CC=C(C=C1)C1=C(C=CC=C1)C(F)(F)F)=O)C(=O)O